ClC1=C(C=C(OCC=2N(C(=NN2)[C@@H]2CC[C@H](CC2)N2N=NC(=C2)C2(CCN(CC2)C)F)C)C=C1)C(F)(F)F 4-{1-[trans-4-(5-{[4-chloro-3-(trifluoromethyl)phenoxy]methyl}-4-methyl-4H-1,2,4-triazol-3-yl)cyclohexyl]-1H-1,2,3-triazol-4-yl}-4-fluoro-1-methylpiperidine